5-((ethoxycarbonyl)(methyl)amino)benzoic acid methyl ester COC(C1=CC=CC(=C1)N(C)C(=O)OCC)=O